2-methyl-4-chlorobutyric acid CC(C(=O)O)CCCl